BrC1=C2C(C(N(C2=CC=C1)C=1C=NC=C(C1)F)=O)(C)C 4-bromo-1-(5-fluoropyridin-3-yl)-3,3-dimethylindol-2-one